ethyl (R)-2-((4-(4-fluorophenyl)-5-methyl-2-oxo-2H-chromen-7-yl)oxy)propanoate FC1=CC=C(C=C1)C1=CC(OC2=CC(=CC(=C12)C)O[C@@H](C(=O)OCC)C)=O